C(C)(C)(C)OC(=O)NCCCCCCN1C(=CC=C1)C(=O)O 1-(6-((tert-butoxycarbonyl)amino)hexyl)-1H-pyrrole-2-carboxylic acid